5-chloro-2-(3,4,4-trifluoro-but-3-ene-1-sulfonyl)-1,3-thiazole ClC1=CN=C(S1)S(=O)(=O)CCC(=C(F)F)F